(2R,6R)-4-((R)-1-(2,6-difluorophenyl)-3-(methylthio)propyl)-1-isobutyryl-6-methyl-N-(4-(pyrimidin-2-yl)benzyl)piperazine-2-carboxamide FC1=C(C(=CC=C1)F)[C@@H](CCSC)N1C[C@@H](N([C@@H](C1)C)C(C(C)C)=O)C(=O)NCC1=CC=C(C=C1)C1=NC=CC=N1